CN([C@H]1[C@H](C[C@@H](CC1)N)C)C (1r,2s,4r)-N1,N1,2-trimethylcyclohexane-1,4-diamine